C(CCCC)C=1C(CCC1)OCCCC=O 4-[(2-pentyl-2-cyclopenten-1-yl)oxy]butanal